dimethyl benzyl orthobutyrate C(CCC)(OC)(OC)OCC1=CC=CC=C1